C(C1=CC=CC=C1)C1=C(C(=O)N)C=CC(=C1[N+](=O)[O-])Br benzyl-4-bromo-3-nitrobenzamide